NC1=CC=C(C(=C1CNCC(=O)OC)F)F methyl 2-{[(6-amino-2,3-difluorophenyl)methyl]amino}acetate